N-((3S,4R)-3-fluoro-1-methylpiperidin-4-yl)-2-(3-((2-methoxy-6-(methylsulfonyl)pyridin-3-yl)amino)prop-1-yn-1-yl)-3-((trifluoromethyl)thio)pyrazolo[1,5-a]pyridin-7-amine F[C@H]1CN(CC[C@H]1NC1=CC=CC=2N1N=C(C2SC(F)(F)F)C#CCNC=2C(=NC(=CC2)S(=O)(=O)C)OC)C